methyl 7-chloro-2,4-dimethyl-2-(piperidin-4-yl)-2H-1,3-benzodioxole-5-carboxylate, trifluoroacetic acid salt FC(C(=O)O)(F)F.ClC1=CC(=C(C2=C1OC(O2)(C2CCNCC2)C)C)C(=O)OC